CO\C=C(\C(=O)OC)/OC1=C(C=CC(=C1)N1N=C(C=C1)C=C)C methyl (Z)-3-methoxy-2-[2-methyl-5-(3-vinylpyrazol-1-yl)phenoxy]prop-2-enoate